C(CC)(=O)N1CCC2=CC(=CC=C12)C=1NC=C(N1)C(=O)NCC=1C=NC=CC1 2-(1-propionyl-indolin-5-yl)-N-(pyridin-3-ylmethyl)-1H-imidazole-4-carboxamide